C(C)(C)(C)C=1C=C(C2=C(C(C(O2)=O)C2=CC(=C(C=C2)CCC)CCC)C1)C(C)(C)C 5,7-di-t-butyl-3-(3,4-Dipropylphenyl)-3H-benzofuran-2-one